6-(trifluoromethyl)pyrimidin-4-amine FC(C1=CC(=NC=N1)N)(F)F